trimethyl(prop-2-yn-1-yl)silane C[Si](CC#C)(C)C